tert-butyl ((3-endo)-8-azabicyclo[3.2.1]octan-3-yl)carbamate C12CC(CC(CC1)N2)NC(OC(C)(C)C)=O